1-(4-(3-amino-1H-indazol-5-yl)pyridin-2-yl)-3-(o-tolyl)urea NC1=NNC2=CC=C(C=C12)C1=CC(=NC=C1)NC(=O)NC1=C(C=CC=C1)C